4-(9-phenoxazinyl)phenylboronic acid C1=CC=CC=2OC3=CC=CC(=C3NC12)C1=CC=C(C=C1)B(O)O